C1(=CC=CC=C1)S(=O)(=O)C1=CC=CC=C1 diphenylsulphon